2-(3-(4-((1H-pyrazol-3-yl)amino)-5-ethoxy-7-methylquinazolin-2-yl)phenoxy)-N-(tert-butyl)acetamide bistrifluoroacetic acid salt FC(C(=O)O)(F)F.FC(C(=O)O)(F)F.N1N=C(C=C1)NC1=NC(=NC2=CC(=CC(=C12)OCC)C)C=1C=C(OCC(=O)NC(C)(C)C)C=CC1